CC=1C=C(C=CC1)N(C1=CC=CC=C1)C1=C(C(=C(C=C1)N(C1=CC=CC=C1)C1=CC=CC=C1)N(C1=CC=CC=C1)C1=CC(=CC=C1)C)N(C1=CC=CC=C1)C1=CC(=CC=C1)C tris-(3-methylphenylanilino)triphenylamine